COC=1C2=C(N=C(N1)OCC13CCCN3CC(C1)=C)CN(CC2)C(=O)OC(C)(C)C tert-butyl 4-methoxy-2-((2-methylenetetrahydro-1H-pyrrolizin-7a(5H)-yl)methoxy)-5,8-dihydropyrido[3,4-d]pyrimidine-7(6H)-carboxylate